NC/C=C/CNC1=C(OCC#CCN2CCN(CC2)C(=O)OC(C)C)C=C(C=C1[N+](=O)[O-])C(N)=O isopropyl (E)-4-(4-(2-((4-aminobut-2-en-1-yl)amino)-5-carbamoyl-3-nitrophenoxy)but-2-yn-1-yl)piperazine-1-carboxylate